2-bromo-7-chloro-5,5-dimethyl-silafluorene BrC1=[SiH]C2=CC3=CC(=CC(C3=C2C=C1)(C)C)Cl